COC=1C=C(C=CC1OC)N1C=NC(=C1)N 1-(3,4-dimethoxyphenyl)-1H-imidazol-4-amine